C1=CC=C2N1C1=CC=CC=C1NC2C=2C(=NC=CC2)N(C)C 3-(4,5-Dihydropyrrolo[1,2-a]quinoxalin-4-yl)-N,N-dimethylpyridin-2-amine